(4-(2-(methoxymethyl)phenyl)thiophen-2-yl)acetamide COCC1=C(C=CC=C1)C=1C=C(SC1)CC(=O)N